CC(C(=O)O[C@H]1[C@@H](OC([C@H](COC([C@@H]1CC1=CC=CC=C1)=O)NC(=O)C1=NC=CC(=C1OC(=O)OCC(C)C)OC)=O)C)C (3s,6s,7r,8r)-3-[[[4-methoxy-3-[[(2-methylpropyloxy) carbonyl] oxy]-2-pyridinyl] carbonyl] amino]-6-methyl-4,9-dioxo-8-(phenylmethyl)-1,5-dioxacyclononan-7-yl 2-methylpropionate